1-[4-[4-[[4-[(3R,5R)-5-[(5-bromo-1-methyl-6-oxo-pyridazin-4-yl)amino]-1-methyl-3-piperidyl]phenyl]methyl]piperazin-1-yl]cyclohexyl]hexahydropyrimidine-2,4-dione BrC1=C(C=NN(C1=O)C)N[C@@H]1C[C@@H](CN(C1)C)C1=CC=C(C=C1)CN1CCN(CC1)C1CCC(CC1)N1C(NC(CC1)=O)=O